ICC\C=C/CCCCCCCCCC(OCCCCCCCC)OCCCCCCCC (3Z)-1-iodo-14,14-dioctyloxy-3-tetradecene